N-(5-bromo-6-(2-chloro-5-fluorophenyl)-6-hydroxy-7-(4-methoxybenzyl)-8-oxo-7,8-dihydro-6H-triazolo[4,5-e]isoindol-2-yl)acetamide BrC1=CC=2C(C=3C(N(C(C13)(O)C1=C(C=CC(=C1)F)Cl)CC1=CC=C(C=C1)OC)=O)=NN(N2)NC(C)=O